(+)-3-((4-bromophenyl)sulfonyl)-4-phenylchroman-2-one BrC1=CC=C(C=C1)S(=O)(=O)C1C(OC2=CC=CC=C2C1C1=CC=CC=C1)=O